O=C1NC2=CC=CC=C2C(N1CC(=O)NC(C)C1=NC=CN=C1)=O 2-(2,4-dioxo-1,4-dihydroquinazolin-3(2H)-yl)-N-(1-(pyrazin-2-yl)ethyl)acetamide